FC1=C(C(=O)N[C@@H](C(=O)N2CCC3(CC2)C(CN(C(C3)=O)C)C3=CC=CC=C3)C3CCNCC3)C=C(C=C1)C(F)(F)F 2-fluoro-N-((1R)-2-(9-methyl-10-oxo-7-phenyl-3,9-diazaspiro[5.5]undecan-3-yl)-2-oxo-1-(piperidin-4-yl)ethyl)-5-(trifluoromethyl)benzamide